FC1(OC2=C(O1)C=CC(=C2)N(C(=O)C=2C=C(C=CC2)N2N=C(C=1CCCC(C21)OC2=CC=C(C(=O)OC(C)(C)C)C=C2)C(F)(F)F)C([2H])([2H])[2H])F tert-butyl 4-[[1-[3-[(2,2-difluoro-1,3-benzodioxol-5-yl)-(trideuteriomethyl)carbamoyl]phenyl]-3-(trifluoromethyl)-4,5,6,7-tetrahydroindazol-7-yl]oxy]benzoate